ClC1=NC=C(C(=C1)C1=C(C=NC(=C1)C)C(=O)NC=1SC(=NN1)O[C@H]1COCC1)OC (R)-2'-chloro-5'-methoxy-6-methyl-N-(5-((tetrahydrofuran-3-yl)oxy)-1,3,4-thiadiazol-2-yl)-(4,4'-bipyridine)-3-carboxamide